CC(CC)=O butane-one